C(CCCCCCCCCCCCCCCCC)(=O)N.C(CCCCCCCCCCCCCCCCC)(=O)N bisstearic acid amide